(2S,4S)-4-fluoro-1-[2-[(3S)-3-[(8-benzyloxy-5-quinolyl)amino]pyrrolidin-1-yl]acetyl]pyrrolidine-2-carbonitrile F[C@H]1C[C@H](N(C1)C(CN1C[C@H](CC1)NC1=C2C=CC=NC2=C(C=C1)OCC1=CC=CC=C1)=O)C#N